N-([1,1'-biphenyl]-2-yl)-8-(tert-butyl)dibenzo[b,d]furan-4-amine C1(=C(C=CC=C1)NC1=CC=CC2=C1OC1=C2C=C(C=C1)C(C)(C)C)C1=CC=CC=C1